N-(4-ethoxy-5-methoxy-2-(3-(4-(prop-2-yn-1-yloxy)phenyl)propanoyl)phenethyl)acetamide C(C)OC1=CC(=C(CCNC(C)=O)C=C1OC)C(CCC1=CC=C(C=C1)OCC#C)=O